C[Si](CCOCN1N=CC(=C1)C1=NC=CC2=C1N=CNC2=O)(C)C 8-(1-((2-(trimethylsilyl)ethoxy)methyl)-1H-pyrazol-4-yl)pyrido[3,4-d]pyrimidin-4(3H)-one